2-fluoro-6-[(3,4,5-trihydroxybenzyl)amino]-9-(tetrahydro-2H-pyran-2-yl)-9H-purine FC1=NC(=C2N=CN(C2=N1)C1OCCCC1)NCC1=CC(=C(C(=C1)O)O)O